2-((4-(((S)-2-hydroxy-1-phenylethyl)amino)-5-(1,3,4-oxadiazol-2-yl)pyridin-2-yl)amino)-7,8,11,11a-tetrahydro-5H-azepino[2,1-a]isoindol-5-one OC[C@H](C1=CC=CC=C1)NC1=CC(=NC=C1C=1OC=NN1)NC=1C=CC=2C(N3C(C2C1)CC=CCC3)=O